CC(C)(O)[2H] (2-2H)propan-2-ol